The molecule is a 14-membered macrocyclic diterpene carrying an isopropyl group at C-1 and three symmetrically disposed methyl groups at C-4, -8 and -12. CC1CCCC(CCC(CCC(CCC1)C)C(C)C)C